ClC=1C(=NN2C1N(CCC2)CC2=CC(=C(C=C2)C=2N(C=C(N2)C(F)(F)F)C(C)C)F)C2=C(C=NN2C(C)C)C 3-chloro-4-(3-fluoro-4-(1-isopropyl-4-(trifluoromethyl)-1H-imidazol-2-yl)benzyl)-2-(1-isopropyl-4-methyl-1H-pyrazol-5-yl)-4,5,6,7-tetrahydropyrazolo[1,5-a]pyrimidine